tert-butyl-N-[6-(2,5-dioxo-2,5-dihydro-1H-pyrrol-1-yl)hexanoyl]-L-valyl-L-alanyl-N6-{[(1R,3S)-3-aminocyclopentyl]carbonyl}-L-lysinat C(C)(C)(C)N([C@@H](C(C)C)C(=O)N[C@@H](C)C(=O)OC([C@@H](N)CCCCNC(=O)[C@H]1C[C@H](CC1)N)=O)C(CCCCCN1C(C=CC1=O)=O)=O